[Sn].[Mg].[K] potassium-magnesium-tin